(6-methoxy-3-(4,4,5,5-tetramethyl-1,3,2-dioxaborolan-2-yl)pyrazolo[1,5-a]pyrimidin-5-yl)propan-2-ol COC=1C(=NC=2N(C1)N=CC2B2OC(C(O2)(C)C)(C)C)CC(C)O